COC=1C=C2C=C(C=NC2=C(C1)OC1=CC=C(C=C1)C(F)(F)F)C(=O)N[C@@H](COC)C (R)-6-methoxy-N-(1-methoxypropane-2-yl)-8-(4-(trifluoromethyl)phenoxy)quinoline-3-carboxamide